(4S)-4-ethyl-8-fluoro-4-hydroxy-11-((tetrahydrofuran-3-yl)methyl)-1H-pyrano[3',4':6,7]indolizino[2,1-b]quinoline-3,6,14(4H,11H,12H)-trione C(C)[C@]1(C(OCC=2C(N3CC=4N(C5=CC=C(C=C5C(C4C3=CC21)=O)F)CC2COCC2)=O)=O)O